CN1C(=NC=C1)C L-1,2-dimethylimidazole